(2S,3R,4R,5S)-4-[[3-(3,4-difluoro-2-methyl-phenyl)-4,5-dimethyl-5-(trifluoromethyl)tetrahydrofuran-2-carbonyl]amino]pyridine-2-carboxamide FC=1C(=C(C=CC1F)[C@@H]1[C@H](O[C@@]([C@@H]1C)(C(F)(F)F)C)C(=O)NC1=CC(=NC=C1)C(=O)N)C